2,2,5-trimethyl-5-(4-(trifluoromethyl)phenyl)pyrrolidine CC1(NC(CC1)(C1=CC=C(C=C1)C(F)(F)F)C)C